NC1=NC=2C=CC(=CC2C2=C1C(OC2)C)C(=O)N(CC2=NC=C(C=C2)C(F)(F)F)CC2=NC=CC=C2F 4-amino-N-((3-fluoropyridin-2-yl)methyl)-3-methyl-N-((5-(trifluoromethyl)pyridin-2-yl)methyl)-1,3-dihydrofuro[3,4-c]quinoline-8-carboxamide